C1(CC1)C1=CC(=NN1)NC1=NC(=NC2=CC(=C(C=C12)OC)OCCCN1CCCC1)C1=CC(=CC(=C1)F)F N-(5-cyclopropyl-1H-pyrazol-3-yl)-2-(3,5-difluorophenyl)-6-methoxy-7-(3-(pyrrolidin-1-yl)propoxy)quinazolin-4-amine